C(#C)C=1C=NC=C(C(=O)O)C1 5-ethynylnicotinic acid